3-(5-chloro-2-hydroxy-3-(isobutyryloxy)benzylideneamino)benzoic acid ClC=1C=C(C(=C(C=NC=2C=C(C(=O)O)C=CC2)C1)O)OC(C(C)C)=O